C(C=C)(=O)N1[C@@H](COC[C@H]1CC#N)C1=CC(=NC(=C1)Cl)C1=CC(=NC=C1)C(=O)NC 4-((3R,5R)-4-acryloyl-5-(cyanomethyl)morpholin-3-yl)-6-chloro-N-methyl-[2,4'-bipyridine]-2'-carboxamide